FC(OC=1C=C(N)C=CC1)(F)F m-trifluoromethoxyaniline